pyrimidin-4-yl-2-(4-methylpyrimidin-2-yl)cyclopropane-1-carboxamide N1=CN=C(C=C1)C1(C(C1)C1=NC=CC(=N1)C)C(=O)N